3-(difluoromethyl)-1-((1r,4r)-4-((2-(3-(1-(2,6-dioxopiperidine-3-yl)-3-methyl-1H-indazol-4-yl)propionyl)-2,7-diazaspiro[3.5]nonan-7-yl)methyl)cyclohexyl)-1H-pyridine FC(C=1CN(C=CC1)C1CCC(CC1)CN1CCC2(CN(C2)C(CCC2=C3C(=NN(C3=CC=C2)C2C(NC(CC2)=O)=O)C)=O)CC1)F